(S)-N-(7-chloro-6-(1-((3S,4S)-4-hydroxy-3-methyltetrahydrofuran-3-yl)piperidin-4-yl)isoquinolin-3-yl)spiro[2.3]hexane-1-carboxamide ClC1=C(C=C2C=C(N=CC2=C1)NC(=O)[C@H]1CC12CCC2)C2CCN(CC2)[C@]2(COC[C@H]2O)C